4-chloro-6-(3-methylimidazol-4-yl)-N-{3-[2-(trifluoromethyl)pyridin-4-yl]cyclobutyl}pyrimidine-2-carboxamide ClC1=NC(=NC(=C1)C=1N(C=NC1)C)C(=O)NC1CC(C1)C1=CC(=NC=C1)C(F)(F)F